C(C)OC(CCSSCCC(OCC)(OCC)OCC)(OCC)OCC bis(triethoxypropyl)disulfide